CN1C(C2=C(C(=C1)C(C)C1=CC=CC=C1)C=C(N2)C(=O)NC2CCOCC2)=C=O 6-methyl-7-carbonyl-4-(1-phenylethyl)-N-(tetrahydro-2H-pyran-4-yl)-6,7-dihydro-1H-pyrrolo[2,3-c]pyridin-2-carboxamide